ClC1=C2C(=CNC2=C(C=C1)N1CCC(CC1)NC(=O)C=1N=NC(=CC1)N1CCC(CC1)CN1CCC(CC1)N1C=CC2=C(C=CC=C12)N1C(NC(CC1)=O)=O)C#N N-[1-(4-Chloro-3-cyano-1H-indol-7-yl)piperidin-4-yl]-6-[4-({4-[4-(2,4-dioxo-1,3-diazinan-1-yl)-1H-indol-1-yl]piperidin-1-yl}methyl)piperidin-1-yl]pyridazine-3-carboxamide